C(CCC)OC1=CC=C(C=C1)C=1C=C2CC(C(C2=CC1OC)NC(O[C@@H]1CN2CCC1CC2)=O)(C)C (S)-quinuclidin-3-yl (5-(4-butoxyphenyl)-6-methoxy-2,2-dimethyl-2,3-dihydro-1H-inden-1-yl)carbamat